CNC(OC1CCC(CC1)C(N(CC12CCC(CC1)(CC2)C2=CC(=C(C=C2)OC)C)C2=NC=CC(=C2)C=2C=NN(C2)C(C)C)=O)=O 4-((4-(1-Isopropyl-1H-pyrazol-4-yl)pyridin-2-yl)((4-(4-methoxy-3-methylphenyl)bicyclo[2.2.2]octan-1-yl)methyl)carbamoyl)cyclohexyl trans-methylcarbamate